2-[(4-{2-[(4-chloro-2-fluorobenzyl)oxy]pyridin-3-yl}piperidin-1-yl)methyl]-1-(1,3-oxazol-5-ylmethyl)-1H-benzimidazole-6-carboxylic acid, trifluoroacetate salt FC(C(=O)O)(F)F.ClC1=CC(=C(COC2=NC=CC=C2C2CCN(CC2)CC2=NC3=C(N2CC2=CN=CO2)C=C(C=C3)C(=O)O)C=C1)F